Cl.N[C@@H](C)C(=O)N1CCN(CC1)C(CCN1C(C2=C(C=CC(=C2C=C1)C)F)=O)=O (3-(4-(L-alanyl)piperazin-1-yl)-3-oxopropyl)-8-fluoro-5-methylisoquinolin-1(2H)-one hydrochloride